cis-6-(6-(2-methyl-2H-pyrazolo[3,4-b]pyridin-5-yl)thieno[2,3-b]pyridin-2-yl)-1-oxaspiro[3.3]heptan-6-ol CN1N=C2N=CC(=CC2=C1)C1=CC=C2C(=N1)SC(=C2)C2(CC1(CCO1)C2)O